C(CN(CC(=O)[O-])CC(=O)[O-])N(CC(=O)O)CC(=O)[O-].[Fe+2].[Na+] sodium iron (ethylenediamine tetraacetate)